tert-butyl (S)-2-((4-bromo-2-fluorophenyl)amino)-1-(oxetan-2-ylmethyl)-1H-benzo[d]imidazole-6-carboxylate BrC1=CC(=C(C=C1)NC1=NC2=C(N1C[C@H]1OCC1)C=C(C=C2)C(=O)OC(C)(C)C)F